bis(2-furylmethylene)hydrazine tert-butyl-4-(4-aminophenyl)piperidine-1-carboxylate C(C)(C)(C)OC(=O)N1CCC(CC1)C1=CC=C(C=C1)N.O1C(=CC=C1)C=NN=CC=1OC=CC1